4-[({4-[7-(aminocarbonyl)-2H-indazol-2-yl]benzyl}ammonio)methyl]pyridinium NC(=O)C1=CC=CC2=CN(N=C12)C1=CC=C(C[NH2+]CC2=CC=[NH+]C=C2)C=C1